FC=1C(=C2C3C=CC(C2=CC1)O3)C 6-fluoro-5-methyl-1,4-dihydro-1,4-epoxynaphthalene